2-((3-(3,4-bis((4-fluorobenzyl)oxy)phenoxy)-2-methylpropyl)amino)ethane-1-ol FC1=CC=C(COC=2C=C(OCC(CNCCO)C)C=CC2OCC2=CC=C(C=C2)F)C=C1